(S)-5-(2-amino-5-(4-(3-methylmorpholino)phenyl)pyridin-3-yl)isoindolin-1-one NC1=NC=C(C=C1C=1C=C2CNC(C2=CC1)=O)C1=CC=C(C=C1)N1[C@H](COCC1)C